C(C)(C)(C)OC(=O)N1CC=2N(CC1)N=C(C2)CCC2NCCC2 2-(2-(pyrrolidin-2-yl)ethyl)-6,7-dihydropyrazolo[1,5-a]pyrazine-5(4H)-carboxylic acid tert-butyl ester